Cl.C(C1=CC=CC=C1)OC=1C=C(C=CC1)N1C(=NC2=CC=CC=C2C1=O)C=1C=NC=CC1 3-(3-(Benzyloxy)Phenyl)-2-(Pyridin-3-yl)Quinazolin-4(3H)-One Hydrochloride